(S)-7-amino-3-methyl-N-(7-(piperazin-1-yl)chroman-3-yl)thieno[2,3-b]pyrazine-6-carboxamide NC1=C(SC2=NC(=CN=C21)C)C(=O)N[C@@H]2COC1=CC(=CC=C1C2)N2CCNCC2